CN(C1=CC(=CC=C1)N)CC1=CN=CN1COCC[Si](C)(C)C N1-methyl-N1-((1-((2-(trimethylsilyl)ethoxy)methyl)-1H-imidazol-5-yl)methyl)benzene-1,3-diamine